NC1(C(CC1)C)C1=NC=C(C=N1)C1=CC2=C(N=C3N2[C@H]2C4=C(C(N([C@@H]3C2)C([2H])([2H])[2H])=O)C=CC=C4C#C)C=C1 (7R,14R)-11-(2-(1-amino-2-methylcyclobutyl)pyrimidin-5-yl)-1-ethynyl-6-(methyl-d3)-6,7-dihydro-7,14-methanobenzo[f]benzo[4,5]imidazo[1,2-a][1,4]diazocin-5(14H)-one